C1(=CC=CC=C1)N(C)CCC(OC1=CC=CC=2OCOC21)C2=CC=CC=C2 phenyl-N-methyl-3-phenyl-3-[(benzo[d][1,3]-dioxolan-4-yl)oxy]propylamine